(1R,3aS,3bS,4R,5R,5aS,10aR,10bS,12aS)-10a,12a-dimethyl-1-(prop-1-en-2-yl)-1,2,3,3a,3b,4,5,5a,6,7,10,10a,10b,11,12,12a-hexadecahydrocyclopenta[5,6]naphtho[1,2-f]indazole-4,5-diol C[C@]12CC=3C=NNC3C[C@@H]1[C@H]([C@@H]([C@H]1[C@H]3[C@](CC[C@@H]12)([C@H](CC3)C(=C)C)C)O)O